ClC1=CC=C(OCC(=O)N[C@H]2CO[C@@H](CC2)C=2OC(=NN2)C2(CCC2)OC(F)(F)F)C=C1 2-(4-chlorophenoxy)-N-[(3R,6S)-6-[5-[3-cis-(trifluoromethoxy)cyclobutyl]-1,3,4-oxadiazol-2-yl]tetrahydropyran-3-yl]acetamide